OXASPIRO[4.5]DECA-3,6-DIENE O1CC=CC12C=CCCC2